C1(=CC=CC=C1)[Te]C(=C)C1=CC=CC=C1 1-Phenylvinyl Phenyl Telluride